2-{[Tert-butyl-(dimethyl)silyl]oxy}ethane-1-thiol C(C)(C)(C)[Si](OCCS)(C)C